N-(2-Chloro-3-{(4S)-2-imino-4-methyl-1-[(2R*,4R*)-2-methyl-tetrahydropyran-4-yl]-6-oxo-hexahydropyrimidin-4-yl}phenyl)-6-methylpyridazine-3-carboxamide hydrochloride Cl.ClC1=C(C=CC=C1[C@]1(NC(N(C(C1)=O)[C@H]1C[C@H](OCC1)C)=N)C)NC(=O)C=1N=NC(=CC1)C |o1:15,17|